N(=O)C1=CC=C(N(C)C)C=C1 4-nitroso-N,N-dimethylaniline